1-Decyl-1-propylpyrrolidinium acetate C(C)(=O)[O-].C(CCCCCCCCC)[N+]1(CCCC1)CCC